OC=1C=C(C[C@H](N)C(=O)O)C=CC1O L-3,4-Dihydroxyphenylalanin